N-(3,5-difluorobenzyl)pyrazolo[1,5-a]pyrimidin-5-amine FC=1C=C(CNC2=NC=3N(C=C2)N=CC3)C=C(C1)F